COC(=O)C1=C(C=2C(=NC=CC2)O1)Cl chlorofuro[2,3-b]pyridine-2-carboxylic acid methyl ester